2-[(2-fluorobenzoyl)amino]-4-[[2-fluoro-3-methoxy-propyl]-[4-(5,6,7,8-tetrahydro-1,8-naphthyridin-2-yl)butyl]amino]butanoic acid FC1=C(C(=O)NC(C(=O)O)CCN(CCCCC2=NC=3NCCCC3C=C2)CC(COC)F)C=CC=C1